O1CCC(CC1)CO tetrahydro-2H-pyran-4-ylmethanol